6-benzyl-6-azaspiro[2.5]octane-5,7-dione C(C1=CC=CC=C1)N1C(CC2(CC2)CC1=O)=O